NCC(=O)N1[C@@](CCC1)(C(=O)O)CC=C glycyl-L-2-allyl-proline